ClC1=NC=C(C=C1NS(=O)(=O)C1=C(C=CC=C1F)F)C=1C=C2C(=NC=NC2=CC1)N1CCN(CC1)C(C(=C)F)=O N-(2-chloro-5-(4-(4-(2-fluoroacryloyl)piperazin-1-yl)quinazolin-6-yl)pyridin-3-yl)-2,6-difluorobenzenesulfonamide